tert-butyl 4-(3-(2,4-dioxotetrahydropyrimidin-1(2H)-yl)-1-methyl-1H-indazol-6-yl)-3,3-difluoro-3,6-dihydropyridine-1(2H)-carboxylate O=C1N(CCC(N1)=O)C1=NN(C2=CC(=CC=C12)C=1C(CN(CC1)C(=O)OC(C)(C)C)(F)F)C